COC(CN[C@@H](C(=O)NCCC1=CC(=C(C=C1)OC)O)CC(C)(C)C)OC (2R)-2-[(2,2-dimethoxyethyl)amino]-N-[2-(3-hydroxy-4-methoxyphenyl)ethyl]-4,4-dimethylpentanamide